2,4-bis[(1-cyclohexyloxy-2,2,6,6-tetramethylpiperidin-4-yl)butylamino]-6-(2-hydroxyethylamino)s-triazine C1(CCCCC1)ON1C(CC(CC1(C)C)CCCCNC1=NC(=NC(=N1)NCCCCC1CC(N(C(C1)(C)C)OC1CCCCC1)(C)C)NCCO)(C)C